2-(4-chlorophenyl)-1-phenylethane-1-one ClC1=CC=C(C=C1)CC(=O)C1=CC=CC=C1